FC1CCN(CC1)C1=CC=C(C=C1)NC1=CC=C(CNC(=O)C2CNC(C2)=O)C=C1 N-(4-((4-(4-fluoropiperidin-1-yl)phenyl)amino)benzyl)-5-oxopyrrolidine-3-carboxamide